isobutyl 2,4-dichlorophenoxybutyrate ClC1=C(OC(C(=O)OCC(C)C)CC)C=CC(=C1)Cl